(R)-N-((R)-8-(7-Amino-8-bromoimidazo[1,2-c]pyrimidin-5-yl)-8-azaspiro[4.5]decan-1-yl)-2-methylpropane-2-sulfinamide NC1=C(C=2N(C(=N1)N1CCC3(CCC[C@H]3N[S@](=O)C(C)(C)C)CC1)C=CN2)Br